(4-(2-amino-5-(3,4-dimethoxyphenyl)pyridin-3-yl)-3-fluorophenyl)-3-(4-fluorophenyl)-1-isopropyl-4-oxo-1,4-dihydropyridine-2,5-dicarboxamide NC1=NC=C(C=C1C1=C(C=C(C=C1)C1=C(C(C(=C(N1C(C)C)C(=O)N)C1=CC=C(C=C1)F)=O)C(=O)N)F)C1=CC(=C(C=C1)OC)OC